5-chloro-2-(difluoromethyl)-N-((1r,4r)-4-((3-(2-methylbenzo[d]thiazol-5-yl)-2-oxo-2,3-dihydro-1H-imidazo[4,5-b]pyridin-1-yl)methyl)cyclohexyl)nicotinamide ClC=1C=NC(=C(C(=O)NC2CCC(CC2)CN2C(N(C3=NC=CC=C32)C=3C=CC2=C(N=C(S2)C)C3)=O)C1)C(F)F